[I-].ClC[N+]1(CCCC1)C 1-(chloromethyl)-1-methylpyrrolidin-1-ium iodide